(S)-4-methyl-N-((S)-3-oxo-1-((S)-2-oxopyrrolidin-3-yl)-4-(trifluoromethoxy)butan-2-yl)-2-((S)-3,3,3-trifluoro-2-hydroxypropanamido)-pentanamide CC(C[C@@H](C(=O)N[C@@H](C[C@H]1C(NCC1)=O)C(COC(F)(F)F)=O)NC([C@@H](C(F)(F)F)O)=O)C